ClC1=C(C=CC=C1C1C(NC(CC1)=O)=O)C1=CC=C(C=C1)N1C(C=C(C=C1)C(F)(F)F)=O 3-(2-chloro-4'-(2-oxo-4-(trifluoromethyl)pyridin-1(2H)-yl)-[1,1'-biphenyl]-3-yl)piperidine-2,6-dione